(4-((2S,4R)-4-ethoxy-1-((5-methoxy-7-methyl-1H-indol-4-yl)methyl)piperidin-2-yl)benzoyl)glycine C(C)O[C@H]1C[C@H](N(CC1)CC1=C2C=CNC2=C(C=C1OC)C)C1=CC=C(C(=O)NCC(=O)O)C=C1